CCCCCCCCCCCCCCCCCCCCCC(=O)O[C@H](COC(=O)CCCCCCC/C=C\CCCCCCCC)COP(=O)(O)OC[C@H](CO)O 1-(9Z-octadecenoyl)-2-docosanoyl-glycero-3-phospho-(1'-sn-glycerol)